N-({6-[(benzylamino)methyl]imidazo[1,2-a]pyridin-2-yl}methyl)-4-oxo-4H-pyrido[1,2-a]pyrimidine-2-carboxamide C(C1=CC=CC=C1)NCC=1C=CC=2N(C1)C=C(N2)CNC(=O)C=2N=C1N(C(C2)=O)C=CC=C1